N[C@H](C(=O)NCCC1=CC(=CC(=C1)O)O)CO (S)-2-Amino-N-(3,5-dihydroxyphenethyl)-3-hydroxy-propanamide